3,3,4,5,5-pentamethylpiperazinon CC1(C(NCC(N1C)(C)C)=O)C